N'-Ethyl-4-((3-fluoro-5H-dibenzo[b,f]azepin-5-yl)methyl)benzoylhydrazine C(C)NNC(C1=CC=C(C=C1)CN1C2=C(C=CC3=C1C=CC=C3)C=CC(=C2)F)=O